1,5-bis(3-methoxy-4-octyloxyphenyl)-3-oxo-1,5-pentanedisulfonic acid diammonium salt [NH4+].[NH4+].COC=1C=C(C=CC1OCCCCCCCC)C(CC(CC(S(=O)(=O)[O-])C1=CC(=C(C=C1)OCCCCCCCC)OC)=O)S(=O)(=O)[O-]